C(O)(=O)OCCCCCCC n-heptanol carbonate